C[NH+](CC(COC(CCCCCCC\C=C/CCCCCCCC)=O)OC(CCCCCCC\C=C/CCCCCCCC)=O)C N,N-dimethyl-2,3-bis(oleoyloxy)propan-1-aminium